O=C1NC(CC[C@@H]1C=1C=CC(=NC1)N1CCC(CC1)CC=O)=O |r| rac-(R)-2-(1-(5-(2,6-dioxopiperidin-3-yl)pyridin-2-yl)piperidin-4-yl)acetaldehyde